zirconium(4+) tetrakis(2-methylprop-2-enoate) CC(C(=O)[O-])=C.CC(C(=O)[O-])=C.CC(C(=O)[O-])=C.CC(C(=O)[O-])=C.[Zr+4]